ClC=1C=C(CN2C3CN(CC2C3)C3=CC=C(C=N3)C=3C=2N(C=C(C3)OCC(C)(C)O)N=CC2C#N)C=CC1OC 4-(6-(6-(3-chloro-4-methoxybenzyl)-3,6-diazabicyclo[3.1.1]heptan-3-yl)pyridin-3-yl)-6-(2-hydroxy-2-methylpropoxy)pyrazolo[1,5-a]pyridine-3-carbonitrile